4-(4-amino-6-((4-vinylphenyl)amino)-1,3,5-triazin-2-yl)chlorobenzene tert-Butyl-(1R,2R,5S)-2-(1-hydroxyethyl)-3,8-diazabicyclo[3.2.1]octane-8-carboxylate C(C)(C)(C)OC(=O)N1[C@H]2[C@@H](NC[C@@H]1CC2)C(C)O.NC2=NC(=NC(=N2)NC2=CC=C(C=C2)C=C)C2=CC=C(C=C2)Cl